FC1=NC(=CC=C1)CNC(C)=O N-[(2-FLUORO-6-PYRIDINYL)METHYL]ACETAMIDE